2',3-dichloro-N-((1R,2R,4S)-7-cyano-7-azabicyclo[2.2.1]heptan-2-yl)-3'-(cyanomethyl)[biphenyl]-4-carboxamide ClC1=C(C=CC=C1CC#N)C1=CC(=C(C=C1)C(=O)N[C@H]1[C@H]2CC[C@@H](C1)N2C#N)Cl